tert-butyl ((1-(4-hydroxy-1H-1,2,3-triazol-1-yl)cyclopropyl)methyl)carbamate OC=1N=NN(C1)C1(CC1)CNC(OC(C)(C)C)=O